5-(3-(((1r,4r)-4-(5-chloro-2-(difluoromethyl)nicotinamido)cyclohexyl)methyl)-6-methoxy-2-oxo-2,3-dihydro-1H-benzo[d]imidazol-1-yl)-N-methylpicolinamide ClC=1C=NC(=C(C(=O)NC2CCC(CC2)CN2C(N(C3=C2C=CC(=C3)OC)C=3C=CC(=NC3)C(=O)NC)=O)C1)C(F)F